(3-hydroxypiperidin-1-yl)-6-(6-(trifluoromethyl)pyridin-2-yl)-N-(2-(trifluoromethyl)pyridin-4-yl)-1,3,5-triazin-2-amine OC1CN(CCC1)C1=NC(=NC(=N1)C1=NC(=CC=C1)C(F)(F)F)NC1=CC(=NC=C1)C(F)(F)F